C(C)(C)(C)C1C(C(=O)OC(C1(C)C)=O)O[SiH3] 3-tert-butyl-dimethyl-siloxyglutaric anhydride